4-(2-hydroxypropan-2-yl)-2-methylbenzenesulfonamide OC(C)(C)C1=CC(=C(C=C1)S(=O)(=O)N)C